dimethyl-disilazane ethyl-3-benzyloxy-1-(2-tert-butoxy-2-oxo-ethyl)-6-methyl-2-oxo-pyridine-4-carboxylate C(C)OC(=O)C1=C(C(N(C(=C1)C)CC(=O)OC(C)(C)C)=O)OCC1=CC=CC=C1.C[SiH](N[SiH3])C